7-(4-fluorophenyl)-8,8a-dihydro-2H-chromen-2-one FC1=CC=C(C=C1)C1=CC=C2C=CC(OC2C1)=O